FC1=C(C=CC=C1CN1C(OC2=C(C1)C=CC(=C2)OC=2N=NC=CC2)=O)NC(OC(C)(C)C)=O tert-butyl (2-fluoro-3-((2-oxo-7-(pyridazin-3-yloxy)-2H-benzo[e][1,3]oxazin-3(4H)-yl)methyl)phenyl)carbamate